(3,3-difluorocyclopentyl)methanone FC1(CC(CC1)C=O)F